FC1=CC=C2C(=NN(C2=C1)C1=NC=C(C=N1)C(=O)O)C (6-fluoro-3-methyl-1H-indazol-1-yl)pyrimidine-5-carboxylic acid